[C@H](C)(CC)[C@@H]1N(CC2=C(NC1=O)C=CC=C2)C(=O)NC2=CC(=CC=C2)F (S)-3-((S)-sec-butyl)-N-(3-fluorophenyl)-2-oxo-1,2,3,5-tetrahydro-4H-benzo[e][1,4]diazepine-4-carboxamide